dihydrospiro[cyclohexane-1,8'-imidazo[1,2-e]purin]-4-ol N1CN=CC=2N=C3N(C12)C1(C=N3)CCC(CC1)O